tert-butyl N-[[4-(propyl carbamoyl)-3-(trifluoromethyl)phenyl]methyl]carbamate C(CC)NC(=O)C1=C(C=C(C=C1)CNC(OC(C)(C)C)=O)C(F)(F)F